ClC1=CC=2N(C=C1)N=C(C2C2CCC2)NC(C[C@@](C)(C2=CC=CC=C2)O)=O (S)-N-(5-chloro-3-cyclobutylpyrazolo[1,5-a]pyridin-2-yl)-3-hydroxy-3-phenylbutanamide